(4-(3-(3-cyclopropyl-1-phenyl-1H-pyrazol-5-yl)ureido)-3-fluorophenyl)boric acid C1(CC1)C1=NN(C(=C1)NC(NC1=C(C=C(C=C1)OB(O)O)F)=O)C1=CC=CC=C1